CC([C@@H](C(=O)OC)CN(C(=O)C1[N@](C1)C(C1=CC=CC=C1)(C1=CC=CC=C1)C1=CC=CC=C1)C)C methyl (R)-3-methyl-2-(((S)-N-methyl-1-tritylaziridine-2-carboxamido)methyl)butanoate